C(C)(=O)C1=C(C2=C(N=C(N=C2)NC2=NC=C(C=C2)N2CCC(CC2)=O)N(C1=O)C1CCCC1)C 6-acetyl-8-cyclopentyl-5-methyl-2-[[5-(4-oxo-1-piperidinyl)-2-pyridinyl]amino]pyrido[2,3-d]-pyrimidin-7-one